C(C)(C)(C)OC(=O)N1N=C(C2=CC=C(C=C12)[C@@H]1C[C@@]12C(N(C1=CC=C(C=C21)OC)C(=O)OC(C)(C)C)=O)NC2=NC=C(C=C2OC)S(N(C)C)(=O)=O Tert-butyl (1R,2S)-2-[1-(tert-butoxycarbonyl)-3-{[5-(dimethylsulfamoyl)-3-methoxypyridin-2-yl]amino}indazol-6-yl]-5'-methoxy-2'-oxospiro[cyclopropane-1,3'-indole]-1'-carboxylate